N1(N=NC=C1)CCC(=O)N1CC(=CCC1)C1=CC(=C2C=C(NC2=C1F)C(=O)OC)C(F)F methyl 6-(1-(3-(1H-1,2,3-triazol-1-yl)propanoyl)-1,2,5,6-tetrahydropyridin-3-yl)-4-(difluoromethyl)-7-fluoro-1H-indole-2-carboxylate